ClC=1C2=C(C3=C(CN(S(N3)(=O)=O)CC3=CC=CC(N3C)=O)C1)NC=C2Cl 6-[(6,7-dichloro-2,2-dioxo-4,9-dihydro-1H-pyrrolo[3,2-h][2,1,3]benzothiadiazin-3-yl)methyl]-1-methyl-pyridin-2-one